imino(4-(7-methoxy-1,5-naphthyridin-4-yl)benzyl)(methyl)-λ6-sulfanone N=S(=O)(C)CC1=CC=C(C=C1)C1=CC=NC2=CC(=CN=C12)OC